N[C@](COC1=NC=C(C=N1)C1=CC(=NC=C1)NC(OC)=O)(CC(C)C)C (S)-methyl (4-(2-((2-amino-2,4-dimethylpentyl)oxy)pyrimidin-5-yl)pyridin-2-yl)carbamate